3-fluoro-N-(2-methoxy-1',2',3',6'-tetrahydro-[3,4']bipyridinyl-6-yl)-4-(1,2,3,6-tetrahydro-pyridin-4-yl)-benzamide FC=1C=C(C(=O)NC2=CC=C(C(=N2)OC)C=2CCNCC2)C=CC1C=1CCNCC1